(S)-2'-methoxymethoxy-1,1'-binaphthyl COCOC1=C(C2=CC=CC=C2C=C1)C1=CC=CC2=CC=CC=C12